4-((3-(2-(2-(3-aminopropoxy)-ethoxy)ethoxy)propyl)amino)-2-(2,6-dioxopiperidin-3-yl)isoindoline-1,3-dione trifluoroacetic acid salt FC(C(=O)O)(F)F.NCCCOCCOCCOCCCNC1=C2C(N(C(C2=CC=C1)=O)C1C(NC(CC1)=O)=O)=O